C1(CC1)OC1=NC=CC=C1C=1C=NN2C1N=C(C=C2)NCCN(C(OC(C)(C)C)=O)C tert-butyl N-[2-[[3-[2-(Cyclopropoxy)-3-pyridyl]pyrazolo[1,5-a]pyrimidin-5-yl]amino]ethyl]-N-methyl-carbamate